CC1=NNC(=C1C=1C=CC(=NC1F)NC([C@H](C1CCC(CC1)C)NC(=O)C=1N(N=CC1)CCCO)=O)C N-[(1S)-2-[[5-(3,5-dimethyl-1H-pyrazol-4-yl)-6-fluoro-2-pyridyl]amino]-1-(4-methylcyclohexyl)-2-oxo-ethyl]-2-(3-hydroxypropyl)pyrazole-3-carboxamide